S-nitroso-CoA N(=O)SCCNC(CCNC([C@@H](C(COP(OP(OC[C@@H]1[C@H]([C@H]([C@@H](O1)N1C=NC=2C(N)=NC=NC12)O)OP(=O)(O)O)(=O)O)(=O)O)(C)C)O)=O)=O